4,7-dichloro-6-nitroquinazoline ClC1=NC=NC2=CC(=C(C=C12)[N+](=O)[O-])Cl